BrC1=CC=C(C=C1)[C@@H](C)N[S@](=O)C(C)(C)C (R)-N-[(1R)-1-(4-bromo-phenyl)ethyl]-2-methyl-propane-2-sulfinamide